dimethylvaleryl chloride CC(CCCC(=O)Cl)C